methyl trans-4-[[6-(cyclopropylmethoxy)pyrrolo[3,2-b]pyridin-1-yl]methyl]cyclohexanecarboxylate C1(CC1)COC=1C=C2C(=NC1)C=CN2C[C@@H]2CC[C@H](CC2)C(=O)OC